5-((3-(difluoromethoxy)pyridin-2-yl)methyl)-7-(3-(2-fluoro-6-methylphenyl)cyclopentyl)-3-methylpyrido[2,3-b]pyrazin-6(5H)-one FC(OC=1C(=NC=CC1)CN1C(C(=CC=2C1=NC(=CN2)C)C2CC(CC2)C2=C(C=CC=C2C)F)=O)F